tert-butyl octahydropyrrolo[3,2-b]pyridine-4-carboxylate N1CCC2N(CCCC21)C(=O)OC(C)(C)C